N-[1-(cyclohepta-2,4,6-trienyl)prop-1-yn-3-yl]-4-methyl-N-[1-(thiophen-2-yl)prop-1-yn-3-yl]benzenesulfonamide C1(C=CC=CC=C1)C#CCN(S(=O)(=O)C1=CC=C(C=C1)C)CC#CC=1SC=CC1